1-(1,1,1-trifluoro-2-((R or S)-3-(2-(5-fluoro-thiophen-2-yl)ethyl)-1-(2-(6-methylpyridin-3-yl)propan-2-yl)pyrrolidin-3-yl)propan-2-yl)urea FC(C(C)([C@]1(CN(CC1)C(C)(C)C=1C=NC(=CC1)C)CCC=1SC(=CC1)F)NC(=O)N)(F)F |o1:4|